N-{(6R*)-7,7-difluoro-2-[5-fluoro-4-(2,4,6-trifluorophenyl)-1,2-benzoxazol-3-yl]-3-oxo-2,3,5,6,7,8-hexahydroimidazo[1,5-a]pyridin-6-yl}ethanesulfonamide FC1(CC=2N(C[C@H]1NS(=O)(=O)CC)C(N(C2)C2=NOC1=C2C(=C(C=C1)F)C1=C(C=C(C=C1F)F)F)=O)F |o1:6|